NC=1C=C(C=CC1N)C(C)(O)C (3,4-diaminophenyl)-1-methyl-ethanol